ClC1=CC(=C(C=C1N1N=NN=C1)NS(=O)(=O)C=1C=C(C(=O)O)C=CC1C1CC1)N1C=CC=C1 3-(N-(4-chloro-2-(pyrrol-1-yl)-5-(tetrazol-1-yl)phenyl)sulfamoyl)-4-cyclopropylbenzoic acid